N1CC(C1)C=1N(N=C2C3=C(C(=CC12)NC(C1=CC(=CC(=C1)F)C(F)(F)F)=O)C(NC3=O)C3=C(C=CC(=C3)F)Cl)C N-[3-(azetidin-3-yl)-6-(2-chloro-5-fluorophenyl)-2-methyl-8-oxo-7,8-dihydro-6H-pyrrolo[4,3-g]indazol-5-yl]-5-fluoro-3-(trifluoromethyl)benzamide